C(C)(C)(C)C1=CC=C(C=C1)N1N=C2C(=N1)C=CC=C2 2-(4-tert-butylphenyl)benzotriazole